2-((3-(3-chloro-4-methyl-6a,7,9,10-tetrahydropyrazino[1,2-d]pyrido[3,2-b][1,4]oxazin-8(6H)-yl)-3-oxopropoxy)methyl)azetidin ClC1=C(C=2OCC3N(C2N=C1)CCN(C3)C(CCOCC3NCC3)=O)C